2,2,6,6-tetramethylpiperidinol CC1(N(C(CCC1)(C)C)O)C